N1CCC(CC1)OC1CCC(CC1)NC(OC(C)(C)C)=O tert-butyl ((1R,4R)-4-(piperidin-4-yloxy)cyclohexyl)carbamate